1-(4-bromophenyl)-2-(phenylsulfonyl)ethane-1-one methyl-5-ethyl-2-oxo-1,5,6,7-tetrahydrocyclopenta[b]pyridine-3-carboxylate COC(=O)C1=CC2=C(NC1=O)CCC2CC.BrC2=CC=C(C=C2)C(CS(=O)(=O)C2=CC=CC=C2)=O